BrC=1C=C(C=CC1)CCC1=NN=CN1C 3-(3-bromophenyl-ethyl)-4-methyl-4H-1,2,4-triazole